C(CCCCCCC)[Si](N(C)C)(N(C)C)N(C)C octyl-tris(dimethylamino)silane